CC1C(OC(C1)=O)=O 3-methyloxolane-2,5-dione